C(C)OC1=C(C=C(C=C1)C(F)(F)F)S(=O)(=O)N 2-ethoxy-5-(trifluoromethyl)benzenesulfonamide